COC1=C(C#N)C=CC(=C1)C1=NC=CC=C1 2-Methoxy-4-(pyridin-2-yl)benzonitrile